5-(2-hydroxyacetamido)-N,N'-bis(2,3-dihydroxypropyl)-2,4,6-triiodoisophthalamide OCC(=O)NC=1C(=C(C(=C(C(=O)NCC(CO)O)C1I)I)C(=O)NCC(CO)O)I